CN(C(C1=CC=CC=C1)=O)C1=CC2=C(N=C(O2)C)C=C1 N-methyl-N-(2-methyl-1,3-benzoxazol-6-yl)benzamide